2-((3z,6z)-non-3,6-dienyl)-1,3-dioxolane C(C\C=C/C\C=C/CC)C1OCCO1